isopropyl (chloro (phenoxy) phosphoryl)-D-alaninate ClP(=O)(OC1=CC=CC=C1)N[C@H](C)C(=O)OC(C)C